C(C)(C)(C)OC(=O)N1[C@H]2CC(C[C@@H]1CC2)N2N=CC(=C2)N (1R,3r,5S)-3-(4-amino-1H-pyrazol-1-yl)-8-azabicyclo[3.2.1]octane-8-carboxylic acid tert-butyl ester